N-(4-(4-amino-2,6-dichlorophenyl)-3,5-dichlorophenyl)benzamide NC1=CC(=C(C(=C1)Cl)C1=C(C=C(C=C1Cl)NC(C1=CC=CC=C1)=O)Cl)Cl